BrC1=CC2=C(SC(=C2)CN2C(NN=C2)=O)C=C1 4-((5-bromobenzo[b]thiophen-2-yl)methyl)-2,4-dihydro-3H-1,2,4-triazol-3-one